Acetyl-D-serine C(C)(=O)N[C@H](CO)C(=O)O